ClC1=C(C=C(C=C1)Cl)S(=O)(=O)N(C1=CC=C(C2=CC=CC=C12)[N+](=O)[O-])C 2,5-dichloro-N-methyl-N-(4-nitronaphthalen-1-yl)benzenesulfonamide